2-(4-ethoxyphenyl)-5-propyl-3H-imidazo[2,1-b]purin-4-one C(C)OC1=CC=C(C=C1)C1=NC=2N3C(N(C(C2N1)=O)CCC)=NC=C3